((2R,3S,4R,5R)-5-(2-amino-6-oxo-3,6-dihydro-9H-purin-9-yl)-3,4-dihydroxytetrahydrofuran-2-yl)methyl hydrogen ((N-(2-(2-chloroacetamido)ethyl)sulfamoyl)methyl)phosphonate ClCC(=O)NCCNS(=O)(=O)CP(OC[C@H]1O[C@H]([C@@H]([C@@H]1O)O)N1C=2NC(=NC(C2N=C1)=O)N)(O)=O